bis(1-octyloxy-2,2,6,6-tetramethylpiperid-4-yl)succinate C(CCCCCCC)ON1C(CC(CC1(C)C)OC(CCC(=O)OC1CC(N(C(C1)(C)C)OCCCCCCCC)(C)C)=O)(C)C